C[C@H]([C@@H](C)S(=O)(=O)N)CC=C (2R,3S)-3-methyl-hex-5-ene-2-sulfonamide